1-(2-fluoroacryloyl)-3-(3-(4-(trifluoromethyl)phenyl)-1H-pyrazolo[3,4-b]pyridin-1-yl)azetidine-3-carbonitrile FC(C(=O)N1CC(C1)(C#N)N1N=C(C=2C1=NC=CC2)C2=CC=C(C=C2)C(F)(F)F)=C